(R)-2-(4-isopropyl-5-(8-methoxy-[1,2,4]triazolo[1,5-a]pyridin-6-yl)-1H-pyrazol-3-yl)-5-(2-methyl-4-(2-(methylsulfonyl)ethyl)piperazin-1-yl)thiazole C(C)(C)C=1C(=NNC1C=1C=C(C=2N(C1)N=CN2)OC)C=2SC(=CN2)N2[C@@H](CN(CC2)CCS(=O)(=O)C)C